2-(3-fluoropyridin-2-yl)-2-hydroxyacetamide FC=1C(=NC=CC1)C(C(=O)N)O